C(C)C1=NC=C(C=C1NC(=O)NC1CC2(CN(C2)C(=O)C2=C3N(N=C2)C=CN3C)C1)C(F)(F)F 1-(2-ethyl-5-(trifluoromethyl)pyridin-3-yl)-3-(2-(1-methyl-1H-imidazo[1,2-b]pyrazole-7-carbonyl)-2-azaspiro[3.3]heptan-6-yl)urea